3-[1-[3,6-Dimethyl-4-oxo-2-(3-pyridyl)chromen-8-yl]ethylamino]-6-methyl-pyridine-2-carboxylic acid CC1=C(OC2=C(C=C(C=C2C1=O)C)C(C)NC=1C(=NC(=CC1)C)C(=O)O)C=1C=NC=CC1